CC1=C(C2C(C(C1CC2)C(=O)O)C(=O)O)C dimethyl-bicyclo[2.2.2]oct-5-ene-2,3-dicarboxylic acid